OC1=C(C=C(C=C1)C=1N=NC(=NN1)C1=CC=C(C=C1)O)CNC(OC(C)(C)C)=O tert-butyl N-[[2-hydroxy-5-[6-(4-hydroxyphenyl)-1,2,4,5-tetrazin-3-yl] phenyl]methyl]carbamate